C(C)(=O)NC=1N=CC2=C(N1)N1C(C(=C2)C=2C=C(C=CC2C)NC(C2=NC=CC(=C2)C(F)(F)F)=O)=NCC1 N-(3-(2-acetamido-8,9-dihydroimidazo[1',2':1,6]pyrido[2,3-d]pyrimidin-6-yl)-4-methylphenyl)-4-(trifluoromethyl)picolinamide